(E)-2-bromopropane BrC(C)C